NC=1N=NC(=CC1N1CC(C1)OC1=CC(=C(C(=O)N2CCN(CC2)C(=O)C2CCN(CC2)C=2C=C3C(N(C(C3=CC2)=O)[C@H]2C(NC(CC2)=O)=O)=O)C=C1)Cl)C1=C(C=CC=C1)O |r| rac-5-[4-[4-[4-[1-[3-amino-6-(2-hydroxyphenyl)pyridazin-4-yl]azetidin-3-yl]oxy-2-chloro-benzoyl]piperazine-1-carbonyl]-1-piperidyl]-2-(2,6-dioxo-3-piperidyl)isoindoline-1,3-dione